Ethyl-(3-methylbenzofuran-2-yl) valerate C(CCCC)(=O)OC=1OC2=C(C1C)C(=CC=C2)CC